O=CCS\C(\NC=1C=C(C=CC1)C)=N/C(OCC)=O (Z)-Ethyl (((2-oxoethyl)thio)(m-tolylamino)methylene)carbamate